N-[5-[8-amino-5-methyl-3-(trideuteriomethyl)imidazo[1,5-a]pyrazin-1-yl]-6-methyl-2-pyridyl]-2-hydroxy-2-[3-(trifluoromethyl)phenyl]acetamide NC=1C=2N(C(=CN1)C)C(=NC2C=2C=CC(=NC2C)NC(C(C2=CC(=CC=C2)C(F)(F)F)O)=O)C([2H])([2H])[2H]